NCC1=CC(=C2C(CCO2)=C1C#N)C1=CC=C(C=C1)OC(F)(F)F 5-(aminomethyl)-7-[4-(trifluoromethoxy)phenyl]-2,3-dihydrobenzofuran-4-carbonitrile